OCCC(=O)OCCC propyl 3-hydroxypropionate